5-[3-[4-bromo-1-(2-trimethylsilylethoxymethyl)imidazol-2-yl]Chroman-6-yl]Oxy-3,4-dihydro-1H-1,8-naphthyridin-2-one BrC=1N=C(N(C1)COCC[Si](C)(C)C)C1COC2=CC=C(C=C2C1)OC1=C2CCC(NC2=NC=C1)=O